(S)-2,3-dichloro-4-(2-(5-(2-hydroxy-2-methylpropyl)-1,3,4-oxadiazol-2-yl)-4-(hydroxymethyl)thiazol-5-yl)-N-(1,1,1-trifluoropropan-2-yl)benzenesulfonamide ClC1=C(C=CC(=C1Cl)C1=C(N=C(S1)C=1OC(=NN1)CC(C)(C)O)CO)S(=O)(=O)N[C@H](C(F)(F)F)C